BrC1=CC2=C(N3C(S2)=NC(=C3)C3=C(C=CC=C3)C)C=C1 7-bromo-2-(o-tolyl)benzo[d]imidazo[2,1-b]thiazole